C(C#CC)(=O)C1=CC=CC=C1 tetrolophenone